3-(tert-butyl)-1-(3-methoxy-4-nitrophenyl)-1H-pyrazol-5-amine C(C)(C)(C)C1=NN(C(=C1)N)C1=CC(=C(C=C1)[N+](=O)[O-])OC